Cl.C(C)(C)C1=NN2C(N(N=C(C2=C1)C(C)C)CC(=O)N[C@H]1CNCCC1)=O (R)-2-(2,4-diisopropyl-7-oxopyrazolo[1,5-d][1,2,4]triazin-6(7H)-yl)-N-(piperidin-3-yl)acetamide hydrochloride